7-oxo-4-thia-1-azabicyclo[3.2.0]heptane-3-carboxylic acid benzhydryl ester C(C1=CC=CC=C1)(C1=CC=CC=C1)OC(=O)C1CN2C(CC2S1)=O